CCC(CCC=C)=NS(=O)C(C)(C)C N-(6-hepten-3-ylidene)-2-methylpropane-2-sulfinamide